N-((1s,3s)-3-(6-(((1-((1-(2-(2,6-dioxopiperidin-3-yl)-1,3-dioxoisoindolin-5-yl)piperidin-4-yl)methyl)piperidin-4-yl)methyl)amino)-9H-purin-9-yl)cyclobutyl)-2-phenylacetamide O=C1NC(CC[C@@H]1N1C(C2=CC=C(C=C2C1=O)N1CCC(CC1)CN1CCC(CC1)CNC1=C2N=CN(C2=NC=N1)C1CC(C1)NC(CC1=CC=CC=C1)=O)=O)=O